C1=CC=CC=2C3=CC=CC=C3C(C12)COC(=O)N[C@H](C(=O)O)[C@@H](CCCCC)O (2S,3R)-2-((((9H-fluoren-9-yl)methoxy)carbonyl)amino)-3-hydroxyoctanoic acid